tert-butyl 4-((4-bromophenyl)sulfinyl)piperidine-1-carboxylate BrC1=CC=C(C=C1)S(=O)C1CCN(CC1)C(=O)OC(C)(C)C